CC1=NNC2=CC=CC(=C12)C(C)N 1-(3-methyl-1H-indazol-4-yl)-ethanamine